NC1=CC=C(OC(CCCCCCCCCCC)S)C=C1 4-aminophenoxydodecane-1-thiol